tris[[3,5-bis(1,1-dimethylethyl)-4-hydroxyphenyl]methyl]-1,3,5-triazine CC(C)(C)C=1C=C(C=C(C1O)C(C)(C)C)CC1=NC(=NC(=N1)CC1=CC(=C(C(=C1)C(C)(C)C)O)C(C)(C)C)CC1=CC(=C(C(=C1)C(C)(C)C)O)C(C)(C)C